(1,4-dimethyl-1H-1,2,3-triazol-5-yl)-2-(2,5-dimethyl-1H-pyrrol-1-yl)-5-fluorothiazolo[4,5-b]pyridine CN1N=NC(=C1C=1C=C2C(=NC1F)N=C(S2)N2C(=CC=C2C)C)C